N-[(phenylamino)carbonyl]sulfamoyl fluoride C1(=CC=CC=C1)NC(=O)NS(=O)(=O)F